C(C)(=O)OC1=C2C3CCC(C2=C(C=C1)OC(C)=O)C3 1,2,3,4-tetrahydro-1,4-methanonaphthalene-5,8-diyl diacetate